3-((7-(2,2-Difluoromorpholine-4-carbonyl)-10-hydroxy-7-azaspiro[4.5]decan-10-yl)methyl)-6-phenylpyrimidin-4(3H)-one FC1(CN(CCO1)C(=O)N1CC2(CCCC2)C(CC1)(O)CN1C=NC(=CC1=O)C1=CC=CC=C1)F